2,6-dimethyl-octan-2-ol CC(C)(CCCC(CC)C)O